Naphthaleneanthranilic acid tert-butyl-4-(2-(4-(9-benzyl-6-(1-methylcyclopropoxy)-9H-purin-8-yl)-3-chloro-2-methoxyphenoxy)ethyl)piperazine-1-carboxylate C(C)(C)(C)OC(=O)N1CCN(CC1)CCOC1=C(C(=C(C=C1)C=1N(C2=NC=NC(=C2N1)OC1(CC1)C)CC1=CC=CC=C1)Cl)OC.C1(=CC=CC2=CC=CC=C12)C=1C=CC=C(C1C(=O)O)N